(Z)-2-((5-(4-Hydroxy-3-(2H-tetrazol-5-yl)phenyl)furan-2-yl)methylene)benzo[b]thiophen-3(2H)-one OC1=C(C=C(C=C1)C1=CC=C(O1)\C=C/1\C(C2=C(S1)C=CC=C2)=O)C=2N=NNN2